1,3,4,6,7,11b-hexahydro-2H-pyrido[2,1-a]isoquinolin-2-ol C1C(CCN2C1C1=CC=CC=C1CC2)O